O[C@@](/C=C/C1=CC=C(CNCCCNC(CCC(=O)N)=O)C=C1)(CC[C@H]1[C@](CC[C@H]2C(CCC[C@]12C)(C)C)(C)O)C N4-(3-((4-((R,E)-3-hydroxy-5-((1R,2R,4aS,8aS)-2-hydroxy-2,5,5,8a-tetramethyldecahydronaphthalen-1-yl)-3-methylpent-1-en-1-yl)benzyl)amino)propyl)succinamide